C([O-])([O-])=O.Cl[Os+3].[K+].C([O-])([O-])=O potassium chloroosmium carbonate